C12C(CC=CC1)C(=O)OC2=O cyclohex-4-ene-1,2-dicarboxylic anhydride